NC(CC(C(NCCOCCOCCC(N(C(C(=O)[O-])C)C)=O)=O)NC(CCN1C(=CC2=CC=CC=C12)CN(NC)C)=O)=O 15-(2-amino-2-oxoethyl)-19-(2-((1,2-dimethylhydrazinyl)methyl)-1H-indol-1-yl)-2,3-dimethyl-4,14,17-trioxo-7,10-dioxa-3,13,16-triazanonadecan-1-oate